C1(OCCC2=CC=CC=C12)NS(=O)(=O)C1=CC=C(C)C=C1 N-(isochroman-1-yl)p-toluenesulfonamide